C(C)C(CN=C=O)CCN=C=O 2-Ethylbutylendiisocyanat